C(C)(C)N1CCN(CC1)C1=CC=C(C=N1)NC1=NC=CC(=N1)C1=CN=C2N1C=C(C=C2)C2=CC=CC=C2 N-(6-(4-isopropylpiperazin-1-yl)pyridin-3-yl)-4-(6-phenylimidazo[1,2-a]pyridin-3-yl)pyrimidin-2-amine